1-(8-amino-1,2,3,4-tetrahydroquinolin-6-yl)pentan-1-one NC=1C=C(C=C2CCCNC12)C(CCCC)=O